NC1=NC=2C=C(C=CC2C2=C1N=C(N2CCN)COCC)CC2=CC=C(C=C2)CC#N 2-(4-((4-amino-1-(2-aminoethyl)-2-(ethoxymethyl)-1H-imidazo[4,5-C]quinolin-7-yl)methyl)phenyl)acetonitrile